Rel-N-(6-amino-5-ethyl-3-pyridyl)-2-[(2R,5S)-2-(6-amino-3-pyridyl)-5-methyl-1-piperidyl]-2-oxo-acetamide NC1=C(C=C(C=N1)NC(C(=O)N1[C@H](CC[C@@H](C1)C)C=1C=NC(=CC1)N)=O)CC |o1:12,15|